2-chloro-7-(1-ethynylcyclopropyl)-5-fluoropyrrolo[2,1-f][1,2,4]triazine hydrochloride Cl.ClC1=NN2C(C=N1)=C(C=C2C2(CC2)C#C)F